5-(2-chloro-6,7-dimethyl-pteridin-4-yl)-2,4-difluoro-benzaldehyde ClC1=NC2=NC(=C(N=C2C(=N1)C=1C(=CC(=C(C=O)C1)F)F)C)C